O=S1(CCC(CC1)NC1=NC=CC(=C1)CN1C(N(C(C1(C)C)=O)C1=CC=C(C=C1)C1(CC1)C(F)(F)F)=O)=O 1-((2-((1,1-dioxidotetrahydro-2H-thiopyran-4-yl)amino)pyridin-4-yl)methyl)-5,5-dimethyl-3-(4-(1-(trifluoromethyl)cyclopropyl)phenyl)imidazolidine-2,4-dione